NC1=NC=2C(=CC=CC2C=2N1C=C(N2)CC2=CC=C(C=C2)N2CCN(CC2)C(C)=O)OC 1-(4-(4-((5-amino-7-methoxyimidazo[1,2-c]quinazolin-2-yl)methyl)phenyl)piperazin-1-yl)ethan-1-one